4-dioctylphosphoryl-1-(4-nonylphenyl)butane-1,3-dione C(CCCCCCC)P(=O)(CCCCCCCC)CC(CC(=O)C1=CC=C(C=C1)CCCCCCCCC)=O